CN1N=CC=C1CC1=CC=C(C=C1)C1=NOC(C1)(O)C(F)(F)F 3-{4-[(1-methyl-1H-pyrazol-5-yl)methyl]phenyl}-5-(trifluoromethyl)-4,5-dihydro-1,2-oxazol-5-ol